N=1C=NN2C1C=C(C=C2)OC2=C(C(=C(C=C2)C2=NC(=C1C(=N2)N(N=C1C(=O)N)C1CN(CCC1)C(C=C)=O)N)C)C 4-([1,2,4]triazolo[1,5-a]pyridin-7-yloxy)-2,3-dimethylphenyl-1-(1-acryloylpiperidin-3-yl)-4-amino-1H-pyrazolo[3,4-d]pyrimidine-3-carboxamide